6-methyl-2-{[(5-phenyl-1,3,4-thiadiazol-2-yl)methyl]sulfanyl}pyrimidin CC1=CC=NC(=N1)SCC=1SC(=NN1)C1=CC=CC=C1